N-(1,1-dimethylsilepan-4-yl)-4-fluoro-5-(trifluoromethyl)-1H-pyrrolo[2,3-c]pyridine-2-carboxamide C[Si]1(CCC(CCC1)NC(=O)C1=CC=2C(=CN=C(C2F)C(F)(F)F)N1)C